(1,2-butanediyl)bis-1,4,8,11-tetraazacyclotetradecane C(C(CC)N1CCNCCCNCCNCCC1)N1CCNCCCNCCNCCC1